FC1=CC=C(C=C1)NC(=O)C1(CC1)C(=O)NC1=CC=C(C=C1)OC1=CC=NC2=CC(=C(C=C12)OC)C=1C=NN(C1)C 1-N'-(4-Fluorophenyl)-1-N-[4-[6-methoxy-7-(1-methylpyrazol-4-yl)quinolin-4-yl]oxyphenyl]cyclopropane-1,1-dicarboxamide